C(C)(C)(C)OC(NCCCN(CC(CCCCCCCCCC)O)CC(CCCCCCCCCC)O)=O (3-(bis(2-hydroxydodecyl)amino)propyl)carbamic acid tert-butyl ester